C[C@]1(OC(O[C@H]1C1=C(C=CC=C1)[N+](=O)[O-])(CC)CC)C(=O)OC1=CC2=CC(=CC=C2C(=C1)O[Si](C)(C)C(C)(C)C)F 4-((tert-Butyl-dimethyl-silyl)oxy)-7-fluoronaphthalen-2-ol (4r,5s)-methyl-5-(2-nitrophenyl)-2,2-diethyl-1,3-dioxolane-4-carboxylate